6-(2-fluoro-6-methyl-4-(4,4,5,5-tetramethyl-1,3,2-dioxaborolan-2-yl)benzyl)-6,7-dihydro-5H-pyrrolo[3,4-b]pyridin-5-one-7,7-d2 FC1=C(CN2C(C3=NC=CC=C3C2=O)([2H])[2H])C(=CC(=C1)B1OC(C(O1)(C)C)(C)C)C